CN(NCC1=NC=C(C=C1)C(F)(F)F)C(=O)OCC(F)F 2,2-difluoroethyl 1-methyl-2-((5-(trifluoromethyl)pyridin-2-yl)methyl)hydrazine-1-carboxylate